NC1=NC=2C=C(C=CC2C2=C1[C@H](OC2)C)CN(C(=O)C=2C=NC(=NC2)C2CC2)C=2C(=NC=CC2)C(F)(F)F |r| rac-N-({4-amino-3-methyl-1H,3H-furo[3,4-c]quinolin-7-yl}methyl)-2-cyclopropyl-N-[2-(trifluoromethyl)pyridin-3-yl]pyrimidine-5-carboxamide